Cl.FC([C@@H](C)N)(F)F (R)-1,1,1-trifluoropropan-2-amine hydrochloride